C(C1=CC=CC=C1)N1C(=NC(=C1)C(F)(F)F)C1=C(C=C(C(=O)OC)C=C1)Br methyl 4-[1-benzyl-4-(trifluoromethyl)imidazol-2-yl]-3-bromo-benzoate